N-(2-ethyl-6-(1-(methylsulfonyl)-1,2,3,6-tetrahydropyridin-4-yl)imidazo[1,2-a]pyridin-3-yl)-5-fluoro-4-(4-fluorophenyl)-N-methylthiazol-2-amine C(C)C=1N=C2N(C=C(C=C2)C=2CCN(CC2)S(=O)(=O)C)C1N(C=1SC(=C(N1)C1=CC=C(C=C1)F)F)C